6-(4-aminophenyl)-5-[4-(benzyloxy)-5-fluoro-2-methylphenyl]-7-methylpyrrolo[3,2-d]pyrimidin-4-ol NC1=CC=C(C=C1)C1=C(C=2N=CN=C(C2N1C1=C(C=C(C(=C1)F)OCC1=CC=CC=C1)C)O)C